5-(Phenylmethylthio)oxazol-2(3H)-one C1(=CC=CC=C1)CSC1=CNC(O1)=O